N,N',N''-Tris-(dimethylaminopropyl)hexahydro-triazin CN(C)CCCN1N(N(CCC1)CCCN(C)C)CCCN(C)C